(S)-9-(2-chloro-6-fluorobenzoyl)-2-(methoxymethyl)-2-methyl-1,2,4,7-tetrahydro-3H-pyrrolo[3',2':5,6]pyrido[3,4-b]pyrazin-3-one ClC1=C(C(=O)C2=CNC3=C2C2=C(NC([C@](N2)(C)COC)=O)C=N3)C(=CC=C1)F